FC(C1=CC=C(C=C1)S(=O)O)(F)F 4-(trifluoromethyl)benzenesulfinic acid